o-phenylaminobenzaldehyde C1(=CC=CC=C1)NC1=C(C=O)C=CC=C1